CC1=C(C=CC=C1C=1OC2=C(N1)C=C(C(=C2)OC(F)F)CO)C2=C(C(=CC=C2)C=2OC1=C(N2)C=C(C(=C1)OC(F)F)CO)C ((2,2'-dimethyl-[1,1'-biphenyl]-3,3'-diyl)bis(6-(difluoromethoxy)benzo[d]oxazole-2,5-diyl))dimethanol